C(CCCCCC(=O)Cl)(=O)Cl pimelic chloride